3-({1-[(dicyclohexylmethyl)carbamoyl]ethyl}carbamoyl)propanoic acid C1(CCCCC1)C(C1CCCCC1)NC(=O)C(C)NC(=O)CCC(=O)O